CC(=O)N[C@@H]1[C@H](C[C@@](O[C@H]1[C@@H]([C@@H](CO)O)O)(C(=O)O)O[C@H]2[C@H]([C@H](O[C@H]([C@@H]2O)O[C@@H]3[C@H]([C@@H](O[C@@H]([C@H]3O)CO)OC[C@@H]4[C@@H]([C@@H]([C@H]([C@H](O4)O)NC(=O)C)O)O)NC(=O)C)CO)O)O The molecule is a linear amino tetrasaccharide comprised of N-acetyl-alpha-neuraminyl, beta-D-galactosyl, N-acetyl-beta-D-glucosaminyl and N-acetyl-alpha-D-galactosamine residues linked sequentially (2->3), (1->3) and (1->6). It is an amino tetrasaccharide, a glucosamine oligosaccharide and a galactosamine oligosaccharide.